(R)-2-((1,4-dioxan-2-yl)methyl)-6-((1-methyl-3-(trifluoromethyl)-1H-pyrazol-5-yl)sulfonyl)-2,6-diazaspiro[3.3]heptane O1[C@@H](COCC1)CN1CC2(C1)CN(C2)S(=O)(=O)C2=CC(=NN2C)C(F)(F)F